2-fluoro-2-(piperidin-4-ylidene)acetic acid ethyl ester C(C)OC(C(=C1CCNCC1)F)=O